ClC=1C=C2C=C(N(C2=CC1)C(=O)OC(C)(C)C)C(N[C@H](C(=O)OC)CC1=C(C=CC=C1)Cl)=O tert-Butyl (S)-5-chloro-2-((3-(2-chlorophenyl)-1-methoxy-1-oxopropan-2-yl)carbamoyl)-1H-indole-1-carboxylate